C1CN(CCN1)CCOCCO 1-hydroxyethylethoxypiperazine